HEXAFLUORoACETON FC(C(=O)C(F)(F)F)(F)F